C(C)(C)(C)OC(=O)N1CC2(CC2)CN1C1=CC2=C(N=C(S2)C)C=C1 6-(2-Methylbenzo[d]thiazol-6-yl)-5,6-diazaspiro[2.4]heptane-5-carboxylic acid tert-butyl ester